1-((2-fluoro-4-methylphenyl)amino)-6-methylisoquinoline FC1=C(C=CC(=C1)C)NC1=NC=CC2=CC(=CC=C12)C